[C@@H]12[C@@H](C[C@@H](CC1)O2)C2=NOC=N2 (1S,2S,4R)-3-(7-oxa-bicyclo[2.2.1]hept-2-yl)-[1,2,4]oxadiazol